C(C)C1=NN=C2N1C=C(C=C2)C=2N=C1N(C=C(N=C1)N1CCOCC1)C2NC2=CC=C(C=C2)F 2-(3-ethyl-[1,2,4]triazolo[4,3-a]pyridin-6-yl)-N-(4-fluorophenyl)-6-morpholinylimidazo[1,2-a]pyrazin-3-amine